[OH-].C(CCCCC)P(CCCCCCCCCCCCCC)(CCCCCC)CCCCCC trihexyl-(tetradecyl)phosphine hydroxide